CC=1C=CC=C(CB(O)O)C1 5-methylbenzylboronic acid